BrC1=CC(=C(C=O)C=C1OCCC)OC 4-bromo-2-methoxy-5-propoxybenzaldehyde